ClC=1C=C(C=CC1F)C1=NN=C(S1)CSC1=CC(=C(OCC(=O)OC)C=C1)C methyl 2-(4-(((5-(3-chloro-4-fluorophenyl)-1,3,4-thiadiazol-2-yl)methyl)thio)-2-methylphenoxy)acetate